(1R)-1-phenylethylamine C1(=CC=CC=C1)[C@@H](C)N